(R)-N-((S)-(3-chloro-2,6-difluorophenyl)(4-fluoro-bicyclo[2.2.1]hept-1-yl)methyl)-2-methylpropan-2-sulfinamide ClC=1C(=C(C(=CC1)F)[C@@H](N[S@](=O)C(C)(C)C)C12CCC(CC1)(C2)F)F